C(C1=CC=CC=C1)OC([C@@H](NC(=O)OC(C)(C)C)CC(=O)O)=O boc-aspartic acid benzyl ester